bis(4,5,6,7-tetra-chloro-1-indenyl)hafnium dichloride [Cl-].[Cl-].ClC1=C2C=CC(C2=C(C(=C1Cl)Cl)Cl)[Hf+2]C1C=CC2=C(C(=C(C(=C12)Cl)Cl)Cl)Cl